N1=CN=C(C=C1)C1=NC=CC=C1 2-(pyrimidin-4-yl)pyridine